rac-tert-butyl 6-oxa-3-azabicyclo[3.1.0]hexane-3-carboxylate C12CN(CC2O1)C(=O)OC(C)(C)C